C(N)(OC(CNC(C1=CC=C(C=C1)C)=O)C(CCC(F)(F)F)C)=O 2,2,2-trifluoroethyl-{3-methyl-1-[(4-methylbenzoyl) amino] but-2-yl} carbamate